CN(CCN(C)CCN(C)C)C bis[2-(dimethylamino)ethyl]methylamine